3-(4,4-difluoropiperidin-1-yl)-2-oxopyridin FC1(CCN(CC1)C=1C(NC=CC1)=O)F